4-amino-5-fluoro-6-(4-formylphenyl)-3-vinyl-pyridine-2-carboxylic acid methyl ester COC(=O)C1=NC(=C(C(=C1C=C)N)F)C1=CC=C(C=C1)C=O